2-methoxymethyl-p-phenylenediamine sulfate S(=O)(=O)(O)O.COCC1=C(C=CC(=C1)N)N